1-(3-((tert-butyldimethylsilyl)oxy)-4-((3,5-dichlorophenyl)amino)pyrrolidin-1-yl)ethan-1-one [Si](C)(C)(C(C)(C)C)OC1CN(CC1NC1=CC(=CC(=C1)Cl)Cl)C(C)=O